3,5-difluoro-4-hydroxy-N-[(4-{3-[6-(trifluoromethyl)pyridazin-3-yl]-1,2,4-oxadiazol-5-yl}bicyclo[2.2.2]octan-1-yl)methyl]benzamide FC=1C=C(C(=O)NCC23CCC(CC2)(CC3)C3=NC(=NO3)C=3N=NC(=CC3)C(F)(F)F)C=C(C1O)F